3-(2-pyrazolo[1,5-a]pyrimidine-6-ylethynyl)benzoic acid N1=CC=C2N1C=C(C=N2)C#CC=2C=C(C(=O)O)C=CC2